2-phenyl-4-[bis(4-isopropylphenyl)phosphono]-4H-chromene C1(=CC=CC=C1)C=1OC2=CC=CC=C2C(C1)P(=O)(OC1=CC=C(C=C1)C(C)C)OC1=CC=C(C=C1)C(C)C